(S)-tert-butyl 4-(6-((1-hydroxypropan-2-yl)carbamoyl)pyridin-3-yl)piperazine-1-carboxylate OC[C@H](C)NC(=O)C1=CC=C(C=N1)N1CCN(CC1)C(=O)OC(C)(C)C